5,5-dimethyl-6,7-dihydro-4H-pyrazolo[1,5-a]pyridin-3-amine CC1(CC=2N(CC1)N=CC2N)C